Sodium octyl benzenesulfonate C1(=CC=CC=C1)S(=O)(=O)OCCCCCCCC.[Na]